(3R,R)-3-({2-[3-(S-methylsulfonyl)phenyl][1,2,4]triazolo[1,5-c]quinazolin-5-yl}amino)azepin-2-one CS(=O)(=O)C=1C=C(C=CC1)C1=NN2C(=NC=3C=CC=CC3C2=N1)NC=1C(N=CC=CC1)=O